C(CCCCCCCCCCCC=CCC=CCCCCCCCCCCCCC)(=O)O Triaconta-13,16-dienoic acid